2-fluoro-4-((9-(4-methoxybicyclo[2.1.1]hexan-1-yl)-7-methyl-8-oxo-8,9-dihydro-7H-purin-2-yl)amino)-5-methylbenzamide FC1=C(C(=O)N)C=C(C(=C1)NC1=NC=C2N(C(N(C2=N1)C12CCC(C1)(C2)OC)=O)C)C